N1,N1,N2-trimethylcyclohexane-1,2-diamine CNC1CCCCC1N(C)C